CN1C(N(C=2N=CN(C2C1=O)CC(=O)NC1=CC=C(C=C1)C=1N=NN(C1)C1=C(C=CC=C1)CC)C)=O 2-(1,3-dimethyl-2,6-dioxo-1,2,3,6-tetrahydropurin-7-yl)-N-{4-[1-(2-ethylphenyl)-1H-[1,2,3]triazol-4-yl]phenyl}acetamide